N1,N3,N5-trioctylbenzene-1,3,5-tricarboxamide C(CCCCCCC)NC(=O)C1=CC(=CC(=C1)C(=O)NCCCCCCCC)C(=O)NCCCCCCCC